CNCCN1C=NC2=C1C=C(C=C2)C(=O)O 1-(2-(methylamino)ethyl)-1H-benzo[d]imidazole-6-carboxylic acid